tert-butyl ((7-methylimidazo[1,5-a]pyridin-1-yl)methyl)carbamate CC1=CC=2N(C=C1)C=NC2CNC(OC(C)(C)C)=O